5,5,7,7-tetramethyloct-2-ene CC(CC=CC)(CC(C)(C)C)C